1-amino-5-(2-boronoethyl)-2-(4-chlorobenzyl)-2-hydroxycyclohexanecarboxylic acid hydrochloride Cl.NC1(C(CCC(C1)CCB(O)O)(O)CC1=CC=C(C=C1)Cl)C(=O)O